BrC1=NC(=C(C2=C1CCC2)Br)C=O 1,4-Dibromo-6,7-dihydro-5H-cyclopenta[c]pyridine-3-carbaldehyde